3-(2-(2-morpholinoethyl)-5-nitro-2H-indazol-6-yl)phenol O1CCN(CC1)CCN1N=C2C=C(C(=CC2=C1)[N+](=O)[O-])C=1C=C(C=CC1)O